2-(2,4-dichlorophenyl)-1-methyl-5-(1H-pyrrolo[2,3-b]pyridin-4-yl)-1H-pyrrole-3-carboxamide ClC1=C(C=CC(=C1)Cl)C=1N(C(=CC1C(=O)N)C1=C2C(=NC=C1)NC=C2)C